Cl.Cl.N1(C=NC=C1)CC1=C(C=CC=C1)CN (2-((1H-imidazol-1-yl)methyl)phenyl)methylamine dihydrochloride